ClC1=C(C=CC=C1Cl)N1C(=NC(=CC1=O)N1CCC(CC1)NC[C@@H](CO)O)C 3-(2,3-dichlorophenyl)-6-(4-{[(2S)-2,3-dihydroxypropyl]amino}-piperidin-1-yl)-2-methyl-3,4-dihydropyrimidin-4-one